4-[4-[5-[4-[4-[2-(2,6-Dioxo-3-piperidyl)-7-methoxy-1-oxo-isoindolin-5-yl]piperazin-1-yl]-butoxy]pyrimidin-2-yl]-1-piperidyl]-2-(trifluoromethyl)benzonitrile O=C1NC(CCC1N1C(C2=C(C=C(C=C2C1)N1CCN(CC1)CCCCOC=1C=NC(=NC1)C1CCN(CC1)C1=CC(=C(C#N)C=C1)C(F)(F)F)OC)=O)=O